4-(2-cyanobenzyloxy)-3-(pyridin-3-ylamino)benzo[d]isoxazole C(#N)C1=C(COC2=CC=CC3=C2C(=NO3)NC=3C=NC=CC3)C=CC=C1